C(=O)O.C(#N)C=1C(=NC=C(C1C1=CC(=C(C=C1)C#N)F)C1=CC2=C(C(=NO2)C)C=C1F)N1CCC(CC1)NCC1=CC=C(C=N1)/C=C/C(=O)NO (E)-3-(6-(((1-(3-Cyano-4-(4-cyano-3-fluorophenyl)-5-(5-fluoro-3-methylbenzo[d]isoxazol-6-yl)pyridin-2-yl)piperidin-4-yl)amino)methyl)pyridin-3-yl)-N-hydroxyacrylamide formate